tert-butyl 4-(4-(6-amino-2-fluoro-5-(1-oxo-1,2,3,4-tetrahydroisoquinolin-6-yl)pyridin-3-yl)phenyl)-cis-2,6-dimethylpiperazine-1-carboxylate NC1=C(C=C(C(=N1)F)C1=CC=C(C=C1)N1C[C@@H](N([C@@H](C1)C)C(=O)OC(C)(C)C)C)C=1C=C2CCNC(C2=CC1)=O